C(C)N(C1=CC=C2C=C(C(OC2=C1)=O)C=1SC(=C(N1)C)C(=O)O)CC [2-(7-diethylamino-2-oxo-2H-chromen-3-yl)-4-methyl-thiazol-5-yl]carboxylic acid